COC1=CC=C(C=C1)C1=CC(N2NN3C=CC=C3C=C12)CCC(=O)O p-methoxyphenyl-4-aza-3a,4a-diaza-S-indacene-3-propionic acid